C(C)O.[U] uranium ethanol